ClC(C(OC=1C(=NC(=NC1)N(CC1=CC=C(C=C1)OC)CC1=CC=C(C=C1)OC)OC)(F)F)(F)Cl 5-(2,2-dichloro-1,1,2-trifluoro-ethoxy)-4-methoxy-N,N-bis[(4-methoxyphenyl)methyl]pyrimidin-2-amine